C1CNC(=O)NC1 propyleneurea